(2R,3S,4S,5R,6S)-2-(hydroxymethyl)-6-(4-(3-(phenylamino)butyl)phenoxy)tetrahydro-2H-pyran-3,4,5-triol OC[C@H]1O[C@H]([C@@H]([C@H]([C@@H]1O)O)O)OC1=CC=C(C=C1)CCC(C)NC1=CC=CC=C1